ClC1=CC=C(C=C1)[C@@H](NC(=O)[C@H]1NC(NC1)=O)C1=CC=2N(C=C1)N=CC2 |o1:7| (S)-N-((R or S)-(4-chlorophenyl)(pyrazolo[1,5-a]pyridin-5-yl)methyl)-2-oxo-imidazolidine-4-carboxamide